1-fluoropyrrolidine-2,5-dione FN1C(CCC1=O)=O